FC1=C(C=C(C=C1)F)C1=CC=C(S1)C=O 5-(2,5-difluorophenyl)thiophene-2-carbaldehyde